C(C=C)OC(=O)C1CCC2N1C(CCNCC2)=O 6-oxodecahydropyrrolo[1,2-a][1,5]diazocine-8-carboxylic acid allyl ester